COC([C@@H](CCC(CC1CCC(CC1)OC)=O)NC(=O)OC(C)(C)C)=O R-2-((tert-Butoxycarbonyl)amino)-6-((1R,4R)-4-methoxycyclohexyl)-5-oxohexanoic acid methyl ester